2-(3,5-dichlorophenyl)benzo[d]oxazole-6-carboxylic acid 2-methyl-2-azabicyclo[2.2.2]octan-5-yl ester CN1C2CC(C(C1)CC2)OC(=O)C2=CC1=C(N=C(O1)C1=CC(=CC(=C1)Cl)Cl)C=C2